ethyl-2-bromothiazole C(C)C=1N=C(SC1)Br